4-methyl-pyrido[2,3-d]pyrimidin-7(8H)-one CC=1C2=C(N=CN1)NC(C=C2)=O